(S)-Methyl 2-amino-4-methylpentanoate N[C@H](C(=O)OC)CC(C)C